NC1=C2C(=NC=N1)N(N=C2I)[C@@H](C)C2=NC1=CC=CC(=C1C(N2C2=CC=CC=C2)=O)Cl (S)-2-(1-(4-amino-3-iodo-1H-pyrazolo[3,4-d]pyrimidin-1-yl)ethyl)-5-chloro-3-phenylquinazolin-4(3H)-one